3-(3-fluoro-2-pyridinyl)-4-methyl-5-vinyl-pyridine FC=1C(=NC=CC1)C=1C=NC=C(C1C)C=C